6-(4-((1,4-dioxidothiomorpholino)methyl)benzyl)-2-oxobenzo[cd]indol O=S1CC[N+](CC1)([O-])CC1=CC=C(CC=2C=3C4=C(C(NC4=CC2)=O)C=CC3)C=C1